2,4-dimethyl-N-{2-[(2R)-1-methylpiperidin-2-yl]-1H-pyrrolo[3,2-c]pyridin-6-yl}-1-oxophthalazine-6-carboxamide CN1C(C2=CC=C(C=C2C(=N1)C)C(=O)NC1=CC2=C(C=N1)C=C(N2)[C@@H]2N(CCCC2)C)=O